C(C)N(C(C(=O)OC[C@@H](C1=NC=C(C=C1)S(=O)(=O)CC)N)=O)C1=CC=CC=C1 (R)-2-amino-2-(5-(ethylsulfonyl)pyridin-2-yl)ethan-1-ol ethyl-2-oxo-2-(phenylamino)acetate